1-(1-isopropyl-3,5-dimethyl-1H-pyrazol-4-yl)hydrazine-1,2-dicarboxylic acid di-tert-butyl ester C(C)(C)(C)OC(=O)N(NC(=O)OC(C)(C)C)C=1C(=NN(C1C)C(C)C)C